ClC1=C(COC2=C(SC=C2)C(=O)NC=2C=NC=CC2)C=C(C=C1)Cl 3-(2,5-dichlorobenzyloxy)-N-(pyridin-3-yl)thiophene-2-carboxamide